C3-methyl-N2-[2-(1-methylpyrazolo[3,4-C]pyridin-4-yl)pyrimidin-5-yl]benzene-1,2-diamine CC1=C(C(=CC=C1)N)NC=1C=NC(=NC1)C1=C2C(=CN=C1)N(N=C2)C